FC(S(=O)(=O)OC1=CC2=C(C(=C(CCC2)C2=C(C(=CC=C2)F)Cl)C2=CC=C(C=C2)O[C@@H]2CN(CC2)CCCF)C=C1)(F)F (S)-8-(2-chloro-3-fluorophenyl)-9-(4-((1-(3-fluoropropyl)pyrrolidin-3-yl)oxy)phenyl)-6,7-dihydro-5H-benzo[7]annulen-3-yl trifluoromethanesulfonate